COC(=O)C1C2C3C4C=CC(C3(C(C1)C2)C2=CC=CC=C2)C4 8-methoxycarbonylphenyl-tetracyclo[4.4.0.12,5.17,10]-3-dodecene